(aminomethyl)-N-(4-pentylphenyl)aniline NCN(C1=CC=CC=C1)C1=CC=C(C=C1)CCCCC